2-((1s,2s)-1-(2-cyanophenyl)-1-(1-methyl-1H-pyrazol-4-yl)propan-2-yl)-5-hydroxy-1-isopropyl-N-(isoxazol-4-yl)-6-oxo-1,6-dihydropyrimidine-4-carboxamide C(#N)C1=C(C=CC=C1)[C@H]([C@H](C)C=1N(C(C(=C(N1)C(=O)NC=1C=NOC1)O)=O)C(C)C)C=1C=NN(C1)C